NC1=C(C(=C(C=C1)C=CC1=CC=CC=C1)S(=O)(=O)O)S(=O)(=O)O aminostilbenedisulfonic acid